COC=1C=C(C=CC1OC)C(CC=O)C[N+](=O)[O-] 3-(3,4-dimethoxyphenyl)-4-nitro-butan-1-one